(S)-3-methyl-2-(N-{[2'-(2H-1,2,3,4-tetrazol-5-yl)biphenyl-4-yl]methyl}pentanamido)butanoic acid CC([C@@H](C(=O)O)N(C(CCCC)=O)CC1=CC=C(C=C1)C1=C(C=CC=C1)C=1N=NNN1)C